N-[[1-[1-(4-chlorophenyl)sulfanyl-3-(hydroxyamino)-3-oxo-propyl]triazol-4-yl]methyl]-3,4-difluoro-benzamide ClC1=CC=C(C=C1)SC(CC(=O)NO)N1N=NC(=C1)CNC(C1=CC(=C(C=C1)F)F)=O